α-fluorostyrene FC(=C)C1=CC=CC=C1